NC=1C2=C(N=CN1)N(C=C2Cl)[C@H]2[C@@H]([C@@H]([C@](O2)(CO)F)O)O (2S,3S,4R,5R)-5-(4-amino-5-chloro-7H-pyrrolo[2,3-d]pyrimidin-7-yl)-2-fluoro-2-(hydroxymethyl)tetrahydrofuran-3,4-diol